C(CC)(=O)OC=1C(=NC=CC1OC)C(N[C@H](C(=O)NN=C(C1=CC=C(C=C1)OCC)C1=CC=C(C=C1)OCC)C)=O (S)-2-((1-(2-(bis(4-ethoxyphenyl)methylene)hydrazineyl)-1-oxopropan-2-yl)carbamoyl)-4-methoxypyridin-3-yl propionate